F[C@@H]1[C@@H]([C@H]2CN([C@@H]1CC2)C)N(C2=CC=C(N=N2)C2=C(C=C(C=C2)C2=NC(N(C=N2)C)=O)O)C 4-(4-(6-(((1R,4R,5R,6S)-6-fluoro-2-methyl-2-azabicyclo[2.2.2]octan-5-yl)(methyl)amino)pyridazin-3-yl)-3-hydroxyphenyl)-1-methyl-1,3,5-triazin-2(1H)-one